N-methyl-pyridine-4-sulfonamide CNS(=O)(=O)C1=CC=NC=C1